[Cu].CN1N=C(N=N1)N (2-methyl-5-aminotetrazole) copper